3-(3-(dibenzylamino)propanoyl)-4-isopropyl-5,5-dimethyloxazolidin-2-one C(C1=CC=CC=C1)N(CCC(=O)N1C(OC(C1C(C)C)(C)C)=O)CC1=CC=CC=C1